2-Hydroxyethyl-Tripropylammonium Hydroxide [OH-].OCC[N+](CCC)(CCC)CCC